C(CCCCCCCCCCCCCCC)(=O)OC(C(=O)N)(C)OC(CCCCCCCCCCCCCCC)=O dipalmitoyloxy-propionamide